COC[Si](CCCN=C=O)(OC)OC γ-(methoxymethyl)dimethoxysilylpropyl isocyanate